C1=CC=C(C=C1)OCCOC2=CC=CC=C2 diphenoxyethane